5-(2-amino-6,8-dioxo-7-(prop-2-yn-1-yl)-1,6,7,8-tetrahydro-9H-purin-9-yl)-4-hydroxytetrahydrofuran-2-carboxamide NC=1NC(C=2N(C(N(C2N1)C1C(CC(O1)C(=O)N)O)=O)CC#C)=O